(3-(6-(4-isopropyl-4H-1,2,4-triazol-3-yl)pyridin-2-yl)-7-methyl-4-oxo-3,4-dihydro-phthalazin-6-yl)ethylsulphonamide C(C)(C)N1C(=NN=C1)C1=CC=CC(=N1)N1N=CC2=CC(=C(C=C2C1=O)CCS(=O)(=O)N)C